C(C)OC(C#CC1CCN(CC1)C(=O)OC(C)(C)C)=O tert-butyl 4-(3-ethoxy-3-oxoprop-1-yn-1-yl)piperidine-1-carboxylate